ClC1=C(C=CC=C1)C=1N(C(=C(N1)C1=CC=CC=C1)C1=CC=CC=C1)C1(N=C(C(=N1)C1=CC=CC=C1)C1=CC=CC=C1)C1=C(C=CC=C1)Cl 2,2'-bis(ortho-chlorophenyl)-4,5,4',5'-tetraphenyl-1,2'-biimidazole